BrC1=CC=C(C=C1)C=1SC(=C(N1)C1=CC=CC=C1)C1=CC=CC=C1 2-(4-bromophenyl)-4,5-diphenylthiazole